4-[4-(2-hydroxyethyloxy)benzoyl]chalcone isohexyl-isostearate stearate C(CCCCCCCCCCCCCCCCC)(=O)O.C(CCC(C)C)OC(CCCCCCCCCCCCCCC(C)C)=O.OCCOC1=CC=C(C(=O)C2=CC=C(C=C2)\C=C\C(=O)C2=CC=CC=C2)C=C1